ClC=1C=CC=C2C=CC=C(C12)C1CC=2N=C(N=C(C2CO1)N1C[C@H](N(C[C@@H]1C)C(=O)OC(C)(C)C)C)OC[C@H]1N(CCC1)C tert-butyl (2R,5S)-4-(7-(8-chloronaphthalen-1-yl)-2-(((S)-1-methyl-pyrrolidin-2-yl)methoxy)-7,8-dihydro-5H-pyrano[4,3-d]pyrimidin-4-yl)-2,5-dimethyl-piperazine-1-carboxylate